4,4'-((4-carboxypyridine-2,6-diyl)bis(1H-1,2,3-triazole-4,1-diyl))bis(2-hydroxybenzoic acid) C(=O)(O)C1=CC(=NC(=C1)C=1N=NN(C1)C1=CC(=C(C(=O)O)C=C1)O)C=1N=NN(C1)C1=CC(=C(C(=O)O)C=C1)O